4-(Benzyloxy)-7-methylspiro[indole-3,4'-piperidine] C(C1=CC=CC=C1)OC1=C2C(=C(C=C1)C)N=CC21CCNCC1